C1(CCCC1)NC1N(C(=NC(=N1)N)N1CCOCC1)C1=CC=C(C=C1)OC N-Cyclopentyl-N1-(4-methoxyphenyl)-6-morpholin-4-yl-[1,3,5]triazine-2,4-diamine